CC1=C(OC=2CCC3=CN(N=C3C21)CCC2=NC=CC=C2)C(=O)OCC ethyl 8-methyl-2-[2-(pyridin-2-yl)ethyl]-4,5-dihydro-2H-furo[2,3-g]indazole-7-carboxylate